2-[(2S)-4-[7-(8-chloro-1-naphthyl)-2-[[(2S)-pyrrolidin-2-yl]methoxy]-6,8-dihydro-5H-pyrido[3,4-d]pyrimidin-4-yl]-1-(2-fluoroprop-2-enoyl)piperazin-2-yl]acetonitrile ClC=1C=CC=C2C=CC=C(C12)N1CC=2N=C(N=C(C2CC1)N1C[C@@H](N(CC1)C(C(=C)F)=O)CC#N)OC[C@H]1NCCC1